C(C)N(C1=CC=C2C(=CCOC2=C1)C(C)(C)O)CC 7-(diethylamino)-4-(2-hydroxypropan-2-yl)-2H-chromen